5-(4-fluorophenoxy)-2-nitro-[1,1'-biphenyl]-3-carboxylic acid methyl ester COC(=O)C=1C(=C(C=C(C1)OC1=CC=C(C=C1)F)C1=CC=CC=C1)[N+](=O)[O-]